CC(CCC)CC(CC(CC(CCCCCC(CC(CCCC)C)C)C)C)C 4,6,8,10,16,18-Hexamethyldocosane